C1(CCCC1)OCC=1C=C(OC2(CCOCC2)C(=O)O)C=CC1C1=C(C(=C(C(=C1)OC)C)OC)F 4-[3-(cyclopentyloxymethyl)-4-(2-fluoro-3,5-dimethoxy-4-methyl-phenyl)phenoxy]tetrahydropyran-4-carboxylic acid